N-(5-Chloro-6-(2H-1,2,3-triazol-2-yl)pyridin-3-yl)-1-(chinolin-5-yl)-1H-pyrazol-4-carboxamid ClC=1C=C(C=NC1N1N=CC=N1)NC(=O)C=1C=NN(C1)C1=C2C=CC=NC2=CC=C1